2-(8-([1,1'-biphenyl]-4-yl-d9)dibenzo[b,d]thiophen-3-yl-1,2,4,6,7,9-d6)-4,4,5,5-tetramethyl-1,3,2-dioxaborolane C1(=C(C(=C(C(=C1[2H])[2H])C1=C(C(=C2C(C=3C(S2)=C(C(=C(C3[2H])[2H])B3OC(C(O3)(C)C)(C)C)[2H])=C1[2H])[2H])[2H])[2H])[2H])C1=C(C(=C(C(=C1[2H])[2H])[2H])[2H])[2H]